NC=1N(N=C2C1CN(CC2)C(=O)O)C2=CC(=C(C(=C2)C)F)C 3-amino-2-(4-fluoro-3,5-dimethylphenyl)-6,7-dihydro-4H-pyrazolo[4,3-c]Pyridine-5-carboxylic acid